tris((dimethylphenyl)methyl)phenol CC=1C(=C(C=CC1)CC1=C(C(=C(C=C1)O)CC1=C(C(=CC=C1)C)C)CC1=C(C(=CC=C1)C)C)C